FC1=C(C=CC=C1)C1=NC2=C(C=C(C=C2C(N1C)=O)C)\C(\C)=N/[S@](=O)C(C)(C)C (R,Z)-N-(1-(2-(2-fluorophenyl)-3,6-dimethyl-4-oxo-3,4-dihydroquinazolin-8-yl)ethylidene)-2-methylpropane-2-sulfinamide